succinic acid, monomethyl ester C(CCC(=O)[O-])(=O)OC